CC=1C([N-]S(OC1)(=O)=O)=O.[Na+] Sodium 5-methyl-2,2,4-trioxo-3,4-dihydro-1,2lambda6,3-oxathiazin-3-ide